3,3,4,4,5,5,6,6,7,7,8,8,8-tridecafluorooctylimidazolium FC(CCC=1NC=C[NH+]1)(C(C(C(C(C(F)(F)F)(F)F)(F)F)(F)F)(F)F)F